ClC=1C=C2C(OCC[C@H]3CCCN3C=3C=CC(=C(NS(C(C1OC)=C2)(=O)=O)C3)F)=O (6R)-13-chloro-19-fluoro-14-methoxy-16,16-dioxo-9-oxa-16λ6-thia-2,17-diazatetracyclo[16.3.1.111,15.02,6]tricosa-1(22),11,13,15(23),18,20-hexaen-10-one